FC=1C(=NN(C1C1=NNC(=N1)C1=C2C=NN(C2=CC(=C1)C(=O)N)C)CC(CO)CO)C 4-(3-{4-fluoro-1-[3-hydroxy-2-(hydroxymethyl)propyl]-3-methyl-1H-pyrazol-5-yl}-1H-1,2,4-triazol-5-yl)-1-methyl-1H-indazole-6-carboxamide